BrC=1C(=NN(C1)C)NC(C1=CC=NC=C1)=O N-(4-bromo-1-methyl-1H-pyrazol-3-yl)isonicotinamide